OC(CN1/C(/SCC1)=N/C(=O)C1=CN(C2=NC=CC=C21)COCC[Si](C)(C)C)C (Z)-N-(3-(2-Hydroxypropyl)thiazolidin-2-ylidene)-1-((2-(trimethylsilyl)ethoxy)methyl)-1H-pyrrolo[2,3-b]pyridine-3-carboxamide